2-((((1R,2R)-2-((2-(2,6-dioxopiperidin-3-yl)-1-oxoisoindolin-5-yl)oxy)cyclohexyl)amino)methyl)benzonitrile O=C1NC(CCC1N1C(C2=CC=C(C=C2C1)O[C@H]1[C@@H](CCCC1)NCC1=C(C#N)C=CC=C1)=O)=O